FC(OCCOC1=CC(=C(C=C1)NC1=CC=NC2=CC(=CC=C12)OC)OC)F N-(4-(2-(difluoromethoxy)ethoxy)-2-methoxyphenyl)-7-methoxyquinolin-4-amine